5-chloro-N-[(1R)-1-(2,4-dichlorophenyl)ethyl]-2-[(3R)-3-methylpiperazin-1-yl]pyrimidin-4-amine dihydrochloride Cl.Cl.ClC=1C(=NC(=NC1)N1C[C@H](NCC1)C)N[C@H](C)C1=C(C=C(C=C1)Cl)Cl